2-(4-(2-fluorophenyl)piperazin-1-yl)-6-methyl-8-vinylquinoxaline FC1=C(C=CC=C1)N1CCN(CC1)C1=NC2=C(C=C(C=C2N=C1)C)C=C